O1CCN(CC1)C1=NC=CC(=N1)NC1=CC(=NO1)C1=CC=C(C=C1)OCCC N-(2-Morpholinopyrimidin-4-yl)-3-(4-propoxyphenyl)isoxazol-5-amine